OCC(=O)NC1=NC=CC(=C1)CSC1=NC=CC=C1C(=O)NC1=CC=C(C=C1)OC(F)(F)F 2-[[[2-[(hydroxyacetyl)amino]-4-pyridyl]methyl]thio]-N-[4-(trifluoromethoxy)phenyl]-3-pyridinecarboxamide